4-{4-[3-chloro-2-hydroxy-4-(4-hydroxy-2-methoxy-6-toluoxy)-5,6-xylylcarbonyloxy]-2,3,6-trimethylbenzoyloxy}-3-ethyl-2,5,6-trimethylbenzoic acid ClC=1C(=C(C(=C(C1OC1=CC(=CC(=C1C)OC)O)C)C)C(=O)OC1=C(C(=C(C(=O)OC2=C(C(=C(C(=O)O)C(=C2C)C)C)CC)C(=C1)C)C)C)O